3-[[(3R,4R)-4-[4-Chloro-2-(5-fluoro-2-pyridyl)-1H-imidazol-5-yl]-3-methyl-1-piperidyl]sulfonyl]-N-[[(2R)-tetrahydrofuran-2-yl]methyl]propenamide ClC=1N=C(NC1[C@H]1[C@H](CN(CC1)S(=O)(=O)C=CC(=O)NC[C@@H]1OCCC1)C)C1=NC=C(C=C1)F